C(C=C)(=O)N1[C@H]2[C@H](OC[C@@H]1CCC2)C2=CC(=NC(=C2)Cl)C2=CC(=NC=N2)C(=O)NC 6-(4-((1R,2R,5S)-9-acryloyl-3-oxa-9-azabicyclo[3.3.1]nonan-2-yl)-6-chloropyridin-2-yl)-N-methylpyrimidine-4-carboxamide